[3,5-BIS[(1,1-DIMETHYLETHYL)DIMETHYLSILYL]PHENYL]-BORONIC ACID CC(C)(C)[Si](C=1C=C(C=C(C1)[Si](C)(C)C(C)(C)C)B(O)O)(C)C